FC=1C(=C(C(=O)N(C(C)C)C(C)C)C=C(C1C)CC1=CC=C(C=C1)N1N=CC=C1)C=O 3-fluoro-2-formyl-4-methyl-N,N-bis(propan-2-yl)-5-[4-(1H-pyrazol-1-yl)benzyl]benzamide